C1(CC1)OC=1C(=CC2=CN(N=C2C1)C1CCN(CC1)CC1CCC(CC1)N1C=CC2=C(C=CC=C12)N1C(NC(CC1)=O)=O)C(=O)NC1=CN=C2N1N=CC=C2 6-cyclopropoxy-2-(1-(((1r,4r)-4-(4-(2,4-dioxotetrahydropyrimidin-1(2H)-yl)-1H-indol-1-yl)cyclohexyl)methyl)piperidin-4-yl)-N-(imidazo[1,2-b]pyridazin-3-yl)-2H-indazole-5-carboxamide